O1C(COC2=C1C=CC=C2)CN2CC(CCC2)(C)CO [1-(2,3-Dihydrobenzo[1,4]dioxin-2-ylmethyl)-3-methylpiperidin-3-yl]methanol